ClC1=CC(=CN2C1=NC(=C(C2=O)C)C=2C=NC=CC2)C 9-chloro-3,7-dimethyl-2-(pyridin-3-yl)-4H-pyrido[1,2-a]pyrimidin-4-one